2-[3-(1-ethoxyvinyl)pyrazin-2-yl]-4-methyl-1,3,4-oxadiazin-5-one C(C)OC(=C)C=1C(=NC=CN1)C=1OCC(N(N1)C)=O